1-((5,5-difluorobicyclo[2.1.0]pentan-2-yl)methyl)-3-(1,1-difluoroethyl)-4-methyl-N-(2-sulfamoylpyridin-4-yl)-1H-pyrazole-5-carboxamide FC1(C2CC(C12)CN1N=C(C(=C1C(=O)NC1=CC(=NC=C1)S(N)(=O)=O)C)C(C)(F)F)F